C(#N)[C@@H](C[C@H]1C(NCC1)=O)NC(=O)[C@H]1N([C@@H]2CC([C@H]1CC2)(F)F)C(=O)C=2NC1=CC=CC(=C1C2)OC (1S,3S,4S)-N-((R)-1-cyano-2-((S)-2-oxopyrrolidin-3-yl)ethyl)-5,5-difluoro-2-(4-methoxy-1H-indole-2-carbonyl)-2-azabicyclo[2.2.2]octane-3-carboxamide